(R)-1-(4-((4-((R)-2-acetoxy-3-chloropropoxy)-3,5-dichlorophenyl)sulfonyl) phenoxy)-3-morpholinopropan-2-yl acetate C(C)(=O)O[C@@H](COC1=CC=C(C=C1)S(=O)(=O)C1=CC(=C(C(=C1)Cl)OC[C@H](CCl)OC(C)=O)Cl)CN1CCOCC1